(6-methyl-3-(2H-1,2,3-triazol-2-yl)pyridin-2-yl)((1S,4R,6R)-6-((5-(trifluoromethyl)pyrazin-2-yl)amino)-2-azabicyclo[2.2.2]octan-2-yl)methanone CC1=CC=C(C(=N1)C(=O)N1[C@@H]2[C@@H](C[C@H](C1)CC2)NC2=NC=C(N=C2)C(F)(F)F)N2N=CC=N2